cesium iron (ii) sulfate S(=O)(=O)([O-])[O-].[Fe+2].[Cs]